(S)-N-(chroman-4-yl)-4-(dimethylamino)-8-(1,2,3,6-tetrahydropyridin-4-yl)quinoline-3-carboxamide O1CC[C@@H](C2=CC=CC=C12)NC(=O)C=1C=NC2=C(C=CC=C2C1N(C)C)C=1CCNCC1